CC(C)(C)S(=O)\N=C\1/C(CC1)C 2-methyl-N-[(1Z)-2-methylcyclobutylidene]propane-2-sulfinamide